O=C1N(C(C2=CC=CC=C12)=O)CC=1N=C2N(C=CC=C2S(=O)(=O)N(C)C)C1 (1,3-dioxoisoindolin-2-yl)methyl-N,N-dimethylimidazo[1,2-a]pyridine-8-sulfonamide